5-(((7-ethyl-6-oxo-5,6-dihydro-1,5-naphthyridin-3-yl)methyl)-5-azaspiro[2.5]octan-7-en-8-yl)-N-methylpicolinamide C(C)C=1C(NC=2C=C(C=NC2C1)CC1CC12CNCC=C2C=2C=CC(=NC2)C(=O)NC)=O